N-MethylPyrrolidone tert-butyl-(3-exo)-3-((7-bromo-4-((5-methyl-1H-pyrazol-3-yl)amino)quinazolin-2-yl)amino)-8-azabicyclo[3.2.1]Octane-8-carboxylate C(C)(C)(C)OC(=O)N1C2CC(CC1CC2)NC2=NC1=CC(=CC=C1C(=N2)NC2=NNC(=C2)C)Br.CN2C(CCC2)=O